2-methyl-4-(piperazin-1-yl)quinoline CC1=NC2=CC=CC=C2C(=C1)N1CCNCC1